((2R)-1,2-dimethylpiperidin-4-yl)-7-(4-isobutoxybenzyl)-5,7-diazaspiro[2.5]octane-6-one CN1[C@@H](CC(CC1)C1CC12CNC(N(C2)CC2=CC=C(C=C2)OCC(C)C)=O)C